BrC1=NN2C(=NC=3C=CC=CC3C2=N1)NC=1C(N=CC=CC1)=O (3R)-3-[(2-bromo[1,2,4]triazolo[1,5-c]quinazolin-5-yl)amino]azepin-2-one